CC1=C2C=C(C(=C1)O2)C 2,5-dimethyl-1,4-phenylene ether